C(C1=CC=CC=C1)(=O)[O-].C(C)[P+](CC)(CC)CC Tetraethylphosphonium benzoate